C(CCCCCCCCC(=O)OC1=CC=C(C=C1)C1=C(C2=C(S1)C=C(C=C2)O[Si](C)(C)C(C)(C)C)C(C2=CC=C(C=C2)OCCN2CCCCC2)=O)(=O)OC(COC(CCCCCCCCCCCCCCC)=O)COC(CCCCCCCCCCCCCCC)=O 1-(1,3-Bis(palmitoyloxy)propan-2-yl) 10-(4-(6-((tert-butyldimethylsilyl)oxy)-3-(4-(2-(piperidin-1-yl)ethoxy)benzoyl)benzo[b]thiophen-2-yl)phenyl) decanedioate